ClC1=C(C=CC(=C1)C)C1=NC(=NO1)C=1C=NC=CC1 5-(2-chloro-4-methylphenyl)-3-(pyridin-3-yl)-1,2,4-oxadiazole